2-([1-[(2-chlorophenyl)methyl]-5-(3-methoxyphenyl)-1H-pyrazol-3-yl]methoxy)-2-ethylbutanoic acid methyl ester COC(C(CC)(CC)OCC1=NN(C(=C1)C1=CC(=CC=C1)OC)CC1=C(C=CC=C1)Cl)=O